NC1=C(C(=NN1C1=C(C(=CC=C1)F)F)C1=CC=C(C=C1)CNC(C1=C(C=CC=C1)OC)=O)C(=O)N 5-amino-1-(2,3-difluorophenyl)-3-[4-[[(2-methoxybenzoyl)amino]methyl]phenyl]pyrazole-4-carboxamide